NCC1=NC=CC(=C1F)C1=CC(=CC=2C=COC21)COC2=C(C=CC=C2)C(C(=O)O)CC 2-(2-((7-(2-(aminomethyl)-3-fluoropyridin-4-yl)benzofuran-5-yl)methoxy)phenyl)butyric acid